FC(C=1C=CC=2N(C1)C(=CN2)C2=NC=CC(=N2)N2CC(CCC2)CC(=O)O)(F)F 2-(1-(2-(6-(trifluoromethyl)imidazo[1,2-a]pyridin-3-yl)pyrimidin-4-yl)piperidin-3-yl)acetic acid